FC=1C(=CCN(C1)C)SCC1=CC=C(C=C1)OC 5-fluoro-4-((4-methoxybenzyl)thio)-1-methyl-pyridin